ClC1=C(C=C(C=C1)Cl)[O-] 2,5-dichlorophenolate